methylene-bis(diethylaniline) C(N(C1=C(C=CC=C1)CC)CC)N(C1=C(C=CC=C1)CC)CC